C(C)(CC)[SiH2]N[Si](C)(C)C (sec-butyl)(trimethylsilyl)aminosilane